C1(CC1)NC(=O)C1=C(C=C(C=C1OC)C1=CN=C2N1C=CC(=C2)OCC(=O)OCC)OC(F)F ethyl 2-[3-[4-(cyclopropylcarbamoyl)-3-(difluoromethoxy)-5-methoxy-phenyl]imidazo[1,2-a]pyridin-7-yl]oxyacetate